4-[1-(oxan-2-yl)pyrazol-4-yl]7-(4,4,5,5-tetramethyl-1,3,2-dioxaborolan-2-yl)-1H-indole O1C(CCCC1)N1N=CC(=C1)C1=C2C=CNC2=C(C=C1)B1OC(C(O1)(C)C)(C)C